3-(4-fluoro-1-methylindazol-5-yl)imidazol-2-one hydrochloride Cl.FC1=C2C=NN(C2=CC=C1N1C(NC=C1)=O)C